1-(5-methoxy-1H-indol-1-yl)pent-4-en-1-one COC=1C=C2C=CN(C2=CC1)C(CCC=C)=O